1,2-cyclohexanedicarboxylic acid dimethyl ester COC(=O)C1C(CCCC1)C(=O)OC